1-(5-((4-(cyclohexylmethyl)-3,3-dimethylpiperazin-1-yl)methyl)pyrazolo[1,5-a]pyridin-3-yl)dihydropyrimidine-2,4(1H,3H)-dione C1(CCCCC1)CN1C(CN(CC1)CC1=CC=2N(C=C1)N=CC2N2C(NC(CC2)=O)=O)(C)C